tert-Butyl 4-(2-bromo-5-ethyl-4-(2-((4-((methyl-d3)thio)phenyl)amino)-2-oxoethyl)-7-oxo-4,7-dihydro-[1,2,4]triazolo[1,5-a]pyrimidin-6-yl)piperazine-1-carboxylate BrC1=NN2C(N(C(=C(C2=O)N2CCN(CC2)C(=O)OC(C)(C)C)CC)CC(=O)NC2=CC=C(C=C2)SC([2H])([2H])[2H])=N1